O1C(=CC=C1)O 2-Furanol